BrC=1C=C(C(=C(C1)I)OCC=C)C(F)(F)F 5-bromo-1-iodo-2-(prop-2-en-1-yloxy)-3-(trifluoromethyl)benzene